FC(OC1=C(C=C(C=C1)OC=1C=NC=C(C1)C(N(C)C)=O)C1=NN(C=C1NC(=O)C=1C=NN2C1N=CC=C2)C)F N-[3-[2-(difluoromethoxy)-5-[[5-(dimethylcarbamoyl)-3-pyridyl]oxy]phenyl]-1-methyl-pyrazol-4-yl]pyrazolo[1,5-a]pyrimidine-3-carboxamide